C(C)N1C=NC2=C1N=NC=C2C=2C=CC(=C(C2)C=2C=CC1=C(N(C(O1)=O)C)C2OC)F 5-(5-(7-Ethyl-7H-imidazo[4,5-c]pyridazin-4-yl)-2-fluorophenyl)-4-methoxy-3-methylbenzo[d]oxazol-2(3H)-one